Benzyl (1R,4r)-4-((3aR,9bR)-7-((2-chloro-6-fluorobenzyl)oxy)-9b-((4-fluorophenyl)sulfonyl)-2,3,3a,4,5,9b-hexahydro-1H-benzo[e]indole-3-carbonyl)-1-methylcyclohexane-1-carboxylate ClC1=C(COC2=CC3=C([C@@]4(CCN([C@@H]4CC3)C(=O)C3CCC(CC3)(C(=O)OCC3=CC=CC=C3)C)S(=O)(=O)C3=CC=C(C=C3)F)C=C2)C(=CC=C1)F